[6-(5-cyclopropyl-4H-1,2,4-triazol-3-yl)-2-azaspiro[3.3]heptan-2-yl]-[6-[(3-fluoro-5-methylsulfonyl-phenyl)methyl]-2-azaspiro[3.3]heptan-2-yl]methanone C1(CC1)C=1NC(=NN1)C1CC2(CN(C2)C(=O)N2CC3(C2)CC(C3)CC3=CC(=CC(=C3)S(=O)(=O)C)F)C1